N=1C=NN2C1C=C(C=C2)OC2=C(C=C(C=C2)NC2=NC=NN1C2=C(C=C1)C1CCN(CCC1)C(=O)OC(C)(C)C)C tert-butyl 4-(4-((4-([1,2,4]triazolo[1,5-a]pyridin-7-yloxy)-3-methylphenyl) amino) pyrrolo[2,1-f][1,2,4]triazin-5-yl)azepane-1-carboxylate